C(C)NC(=O)NC1=NC(=NC(=N1)C1=CC=CC=C1)NC1=CC=CC=C1 ethyl-3-(4-phenyl-6-(phenylamino)-1,3,5-triazin-2-yl)urea